CC1=NC(=C(C=C1)C[N+](=O)[O-])Cl methyl-6-chloro-5-nitromethylpyridine